1,2,5,7-tetraazabenzo[cd]azulene-5-carboxylate N1=NC2=C3C(=CN=CC=C13)N(C=C2)C(=O)[O-]